N-(bis(2-methoxyphenyl)phosphaneyl)-N-methyl-1,1-bis(4-(tributylsilyl)phenyl)phosphanamine COC1=C(C=CC=C1)P(N(P(C1=CC=C(C=C1)[Si](CCCC)(CCCC)CCCC)C1=CC=C(C=C1)[Si](CCCC)(CCCC)CCCC)C)C1=C(C=CC=C1)OC